(2S,3R,4S)-3-[(cyclopropanesulfonyl)-amino]-4-fluoro-2-[(2-fluoro-3'-methyl-[1,1'-biphenyl]-3-yl)methyl]-N,N-dimethyl-pyrrolidine-1-carboxamide C1(CC1)S(=O)(=O)N[C@@H]1[C@@H](N(C[C@@H]1F)C(=O)N(C)C)CC=1C(=C(C=CC1)C1=CC(=CC=C1)C)F